O1C(=CC(=C1)CO)CO furan-2,4-dimethanol